bromomethylbenzopyrene BrCC1=CC=C2C=CC=3C=CC=C4C5=C(C1=C2C43)C=CC=C5